ClC=1C(=C(CN2[C@@H](C[C@@](CC2)(C(=O)O)CC2=NC(=CC=C2Cl)NC2=NNC(=C2)C)C)C=CC1)F (2R,4R)-1-(3-chloro-2-fluorobenzyl)-4-((3-chloro-6-((5-methyl-1H-pyrazol-3-yl)amino)pyridin-2-yl)methyl)-2-methylpiperidine-4-carboxylic acid